2-(3-Chloro-phenyl)-1H-[1,8]naphthyridin-4-one ClC=1C=C(C=CC1)C=1NC2=NC=CC=C2C(C1)=O